(R)-tert-Butyl (2-(4-chlorophenyl)-1-oxopropan-2-yl)carbamate ClC1=CC=C(C=C1)[C@@](C=O)(C)NC(OC(C)(C)C)=O